Trinitrobenzenesulfonic acid anion [N+](=O)([O-])C1=C(C(=C(C=C1)S(=O)(=O)[O-])[N+](=O)[O-])[N+](=O)[O-]